3,4,5,6-tetrabromophthalic acid BrC1=C(C(C(=O)O)=C(C(=C1Br)Br)Br)C(=O)O